C(C)OC(C=CC1=CN=C(N1CCOC(F)F)CN1CCC(CC1)C1=CC=CC=2OC(OC21)(C)C2=C(C=C(C=C2)Cl)F)=O 3-(2-((4-(2-(4-chloro-2-fluorophenyl)-2-methylbenzo[d][1,3]dioxol-4-yl)piperidin-1-yl)methyl)-1-(2-(difluoromethoxy)ethyl)-1H-imidazol-5-yl)acrylic acid ethyl ester